ethyl 5-[(3,5-difluorophenyl)methyl]-1,3,4-thiadiazole-2-carboxylate FC=1C=C(C=C(C1)F)CC1=NN=C(S1)C(=O)OCC